N-(diphenylmethylene)-3-(2-methoxyethoxy)-L-phenylalanine methyl ester COC([C@@H](N=C(C1=CC=CC=C1)C1=CC=CC=C1)CC1=CC(=CC=C1)OCCOC)=O